Ethyl (1S,1aS,6aR)-4-{[2-fluoro-5-(4,4,5,5-tetramethyl-1,3,2-dioxaborolan-2-yl)benzyl]oxy}-1,1a,6,6a-tetrahydrocyclopropa[a]indene-1-carboxylate FC1=C(COC2=CC=3C[C@@H]4[C@H](C3C=C2)[C@H]4C(=O)OCC)C=C(C=C1)B1OC(C(O1)(C)C)(C)C